C(#N)C(CC)NC(C1=C(N=CC(=C1)C1=C(C=CC(=C1)C(NC1CC1)=O)C)NC(CO)(C)C)=O N-(1-cyanopropyl)-5-(5-(cyclopropylcarbamoyl)-2-methylphenyl)-2-((1-hydroxy-2-methylpropan-2-yl)amino)nicotinamide